2-(6-oxo-5-(trifluoromethyl)-1,6-dihydropyridazin-4-yl)isoindolin O=C1C(=C(C=NN1)N1CC2=CC=CC=C2C1)C(F)(F)F